FC(CN1C(=NC=2C1=NC(=CC2)C=2C=CN1N=C(N=CC12)NCC1(COC1)F)C)F 5-(3-(2,2-difluoroethyl)-2-methyl-3H-imidazo[4,5-b]pyridin-5-yl)-N-((3-fluorooxetan-3-yl)methyl)pyrrolo[2,1-f][1,2,4]triazin-2-amine